ClC1=CC=C(S1)CNC1=CC(=NN1)C1N(CCC1)S(=O)(=O)C N-[(5-chlorothiophen-2-yl)methyl]-3-(1-methanesulfonylpyrrolidin-2-yl)-1H-pyrazol-5-amine